COC(=O)C=1SC=C(C1C(=O)OC)NC(=O)NC1=C(C=C(C(=C1)OCC1=C(C(=CC=2OCCOC21)F)F)OC)F 4-(3-(5-((6,7-difluoro-2,3-dihydrobenzo[b][1,4]dioxin-5-yl)methoxy)-2-fluoro-4-methoxyphenyl)ureido)thiophene-2,3-dicarboxylic acid dimethyl ester